CS(C(=NC=1OC(=NN1)C1=CC=C(C=C1)OC(C)C)S)C.NC1=C2N=CN(C2=NC(=N1)F)C1CCC(CC1)C(=O)NC=1SC2=C(N1)C(=CC=C2)O 4-(6-amino-2-fluoro-9H-purin-9-yl)-N-(4-hydroxy-1,3-benzothiazol-2-yl)cyclohexanecarboxamide dimethyl-(5-(4-isopropoxyphenyl)-1,3,4-oxadiazol-2-yl)carbonimidodithioate